C(C)(=O)C1=NN(C2=CC=C(C=C12)C=1C=NC(=NC1)C)CC(=O)N1[C@@H](C[C@H](C1)F)C(=O)NC1=CC=CC(=N1)C(=O)O 6-((2S,4R)-1-(2-(3-acetyl-5-(2-methylpyrimidin-5-yl)-1H-indazol-1-yl)acetyl)-4-fluoropyrrolidine-2-carboxamido)picolinic acid